FC(CN1N=CC=2C1=NC(=CN2)N2CC1(CN(C1)S(=O)(=O)CCC(F)(F)F)CC2)F 6-[1-(2,2-difluoroethyl)-1H-pyrazolo[3,4-b]pyrazin-6-yl]-2-(3,3,3-trifluoropropanesulfonyl)-2,6-diazaspiro[3.4]octane